2-(4-bromo-2-methyl-pyrazol-3-yl)benzonitrile BrC1=C(N(N=C1)C)C1=C(C#N)C=CC=C1